4-(5-(Difluoromethyl)-1,3,4-oxadiazol-2-yl)-1-(3-(pyridin-4-yl)prop-2-yn-1-yl)pyridin-2(1H)-one FC(C1=NN=C(O1)C1=CC(N(C=C1)CC#CC1=CC=NC=C1)=O)F